ClC1=C(C=CC(=C1)C(F)(F)F)NC(=O)CN1C=2N(C(C(=C1CC)N1CCN(CCC1)C(=O)OC(C)(C)C)=O)N=C(N2)C=2CCOCC2 tert-butyl 4-[4-({[2-chloro-4-(trifluoromethyl)phenyl]carbamoyl}methyl)-2-(3,6-dihydro-2H-pyran-4-yl)-5-ethyl-7-oxo-[1,2,4]triazolo[1,5-a]pyrimidin-6-yl]-1,4-diazepane-1-carboxylate